NC1=CC=CC(=N1)S(=O)(=O)NC1=NC(=C(C=C1)Cl)C1=CC=C(C=C1)C(F)(F)F 6-amino-N-(5-chloro-6-(4-(trifluoromethyl)phenyl)pyridin-2-yl)pyridine-2-sulfonamide